C(C)N(C(=O)NC(COC)CCC(F)(F)F)[C@H](C(F)(F)F)C1=NC=C(C(=C1)C=1N=C(C=2N(C1)C=C(N2)C)OC)OC 1-ethyl-1-((S)-2,2,2-trifluoro-1-(5-methoxy-4-(8-methoxy-2-methylimidazo[1,2-a]pyrazin-6-yl)pyridin-2-yl)ethyl)-3-(5,5,5-trifluoro-1-methoxypentan-2-yl)urea